C1(=CC=CC=C1)C(=O)N1CCC2(C(N3[C@H](O2)CC[C@H]3C3=CC=CC=C3)=O)CC1 (5'S,7a'R)-1-(benzenecarbonyl)-5'-phenyltetrahydro-3'H-spiro[piperidine-4,2'-pyrrolo[2,1-b][1,3]oxazol]-3'-one